(Z)-1-((3S)-4-(6-chloro-7-(8-chloronaphthalen-1-yl)-8-fluoro-2-(((S)-1-methylpyrrolidin-2-yl)methoxy)quinazolin-4-yl)-3-methylpiperazin-1-yl)-2-fluoro-3-(pyrimidin-2-yl)prop-2-en-1-one ClC=1C=C2C(=NC(=NC2=C(C1C1=CC=CC2=CC=CC(=C12)Cl)F)OC[C@H]1N(CCC1)C)N1[C@H](CN(CC1)C(/C(=C/C1=NC=CC=N1)/F)=O)C